ethyl rac-2-diazo-5-hydroxy-6-methoxy-5-methyl-3-oxohexanoate [N+](=[N-])=C(C(=O)OCC)C(C[C@@](COC)(C)O)=O |r|